(2-chlorophenyl)-N2-isopropyl-N4-(pyridin-4-yl)-1,3,5-triazine-2,4-diamine ClC1=C(C=CC=C1)C1=NC(=NC(=N1)NC(C)C)NC1=CC=NC=C1